C12=CC=C(N1)C=C1C=CC(=N1)C=C1C=CC(N1)=CC=1C=CC(N1)=C2.[Mn+3] manganese (III) porphin